NCC1(CCCCC1)CC(=O)N[C@H](C(=O)N1[C@@H](C[C@H](C1)O)C(=O)N[C@@H](C)C1=CC=C(C=C1)C1=C(N=CS1)C)C(C)(C)C (2S,4R)-1-((S)-2-(2-(1-(Aminomethyl)cyclohexyl)acetamido)-3,3-dimethyl-butanoyl)-4-hydroxy-N-((S)-1-(4-(4-methylthiazol-5-yl)phenyl)ethyl)pyrrolidine-2-carboxamide